CN1C2=C(OC[C@@H](C1=O)NC(=O)C1=NNC=3CC4(CCC13)CC4)C=CC=C2 (S)-N-(5-methyl-4-oxo-2,3,4,5-tetrahydrobenzo[b][1,4]oxazepin-3-yl)-1',4',5',7'-tetrahydrospiro[cyclopropane-1,6'-indazole]-3'-carboxamide